3-(4-((1-hydroxy-2-methylpropan-2-yl)oxy)-3,5-dimethylphenyl)-1-(4-(methylthio)phenyl)prop-2-en-1-ol OCC(C)(C)OC1=C(C=C(C=C1C)C=CC(O)C1=CC=C(C=C1)SC)C